ethyl-3,3-diphenylacrylate C(C)OC(C=C(C1=CC=CC=C1)C1=CC=CC=C1)=O